COC=1C=C(C=CC1N1N=C(C=2C=NC(=CC21)C=2C=NN1C2N=CC=C1)C)C(C)NS(=O)(=O)C N-(1-(3-methoxy-4-(3-methyl-6-(pyrazolo[1,5-a]pyrimidin-3-yl)-1H-pyrazolo[4,3-c]pyridin-1-yl)phenyl)ethyl)methanesulfonamide